Cl.C1(=CC=C(C=C1)N1C(N(C2=NC=CC=C21)[C@H]2CNCC2)=O)C2=CC=CC=C2 (R)-1-([1,1'-Biphenyl]-4-yl)-3-(pyrrolidin-3-yl)-1,3-dihydro-2H-imidazo[4,5-b]pyridin-2-one Hydrochloride